[Pt]=O.[Sb].[Sn] tin antimony platinum oxide